FC1=C(C=CC(=C1)OC(F)(F)F)C1(CC1)C(=O)NC=1C=CC(=C(C(=O)O)C1)C1=CC=C2C=NN(C2=C1)C 5-[([1-[2-Fluoro-4-(trifluoromethoxy)phenyl]cyclopropyl]carbonyl)amino]-2-(1-methyl-1H-indazol-6-yl)benzoic acid